OC1CCC(CC1)N1N=C2N=C(C=NC2=C1)C1=C(C=CC(=C1C)C(F)(F)F)O 2-(2-((1s,4s)-4-hydroxycyclohexyl)-2H-pyrazolo[3,4-b]pyrazin-6-yl)-3-methyl-4-(trifluoromethyl)phenol